3-cyano-N-(2,3-dihydroxypropyl)-4-(4-methoxy-4-methylpiperidin-1-yl)-2-oxo-1,2-dihydro-1,7-naphthyridine-6-carboxamide C(#N)C=1C(NC2=CN=C(C=C2C1N1CCC(CC1)(C)OC)C(=O)NCC(CO)O)=O